3-(2-cyclopentyl-2-hydroxy-2-phenylacetyloxy)-1,1-dimethylpyrrolidinium bromide [Br-].C1(CCCC1)C(C(=O)OC1C[N+](CC1)(C)C)(C1=CC=CC=C1)O